C(C)OP(=O)(OCC)CC1=CC=2C(C3=CC(=CC=C3C2C=C1)CP(=O)(OCC)OCC)(CCCCCC)CCCCCC 2,7-bis(diethoxyphosphorylmethyl)-9,9-dihexylfluorene